CN1N=CC(=C1)S(=O)(=O)N1CCC(CC1)NC1=NC=C(C(=N1)C=1SC(=CN1)C)C(F)(F)F N-(1-((1-methyl-1H-pyrazol-4-yl)sulfonyl)piperidin-4-yl)-4-(5-methylthiazol-2-yl)-5-(trifluoromethyl)pyrimidin-2-amine